C1(CC1)N1C(=CC2=CC(=CC=C12)C(=O)O)C(N1N=CC=C1C(F)(F)F)([2H])[2H] 1-cyclopropyl-2-[dideuterio-[5-(trifluoromethyl)pyrazol-1-yl]methyl]indole-5-carboxylic acid